ClC=1N=C(C2=C(N1)OCC2)C2=CN(C1=CC=CC=C21)C 2-Chloro-4-(1-methyl-1H-indol-3-yl)-5,6-dihydrofuro[2,3-d]pyrimidine